[Pd](Cl)Cl.C(C)(C)(C)P(C1=CC=C(C=C1)N(C)C)C(C)(C)C Di-tert-butyl-(4-dimethylaminophenyl)phosphorus palladium dichloride